4-CYCLOPROPYL-N-(2-METHYLPYRIDIN-4-YL)-3-(PYRAZOLO[1,5-A]PYRIDIN-4-YL)ISOTHIAZOLE-5-CARBOXAMIDE C1(CC1)C=1C(=NSC1C(=O)NC1=CC(=NC=C1)C)C=1C=2N(C=CC1)N=CC2